C(=C/CCCC)/CCC(=O)[O-] (Z)-3-hexenyl-propionate